CC1=CC=C(C=C1)S(=O)(=O)OC[C@@H](C(O)C=1C=C(C(=C2C=CNC12)F)F)NC(=O)OC(C)(C)C (2S)-2-((tert-butoxycarbonyl)amino)-3-(4,5-difluoro-1H-indol-7-yl)-3-hydroxypropyl 4-methylbenzenesulfonate